C1(CC1)CNC(C1=CC(=C(C=C1)C#N)C)=O N-(cyclopropylmethyl)-3-methyl-4-cyanobenzamide